C(C)N(C1=NC(=CC(=N1)C(=O)NC1=CC(=C(C(=O)O)C=C1)F)C)C(C)C 4-(2-(Ethyl(isopropyl)amino)-6-methylpyrimidine-4-carboxamido)-2-fluorobenzoic acid